COC=1C=C(C=CC1)N1CC2(CC1)CCN(CC2)C(=O)OC(C)(C)C tert-butyl 2-(3-methoxyphenyl)-2,8-diazaspiro[4.5]decane-8-carboxylate